bis(t-butylimino)bis(diethylamino)tungsten C(C)(C)(C)N=[W](N(CC)CC)(N(CC)CC)=NC(C)(C)C